C1(COCC=2NC(C3=C(C21)CCOC3)=O)=O 5,7,9,10-tetrahydrodipyrano[3,4-b:4',3'-d]pyridine-1,6(2H,4H)-dione